2,4-PENTADIENOATE C(C=CC=C)(=O)[O-]